[O-2].[O-2].[O-2].[O-2].[Fe+3] iron (III) tetroxide